BrC=1C=CC=2C(N(C3=CC=CC1C23)C2C(N(C(CCC2)=O)COC)=O)=O 3-(5-bromo-2-oxo-benzo[cd]indol-1(2H)-yl)-1-(methoxymethyl)azepan-2,7-dione